N[C@@H]1CN(CC[C@H]1F)C1=NC2=C(N1CC(=O)N1CC(CC1)(C#N)F)C=C(C(=C2)F)F 1-(2-(2-((3R,4R)-3-amino-4-fluoropiperidin-1-yl)-5,6-difluoro-1H-benzo[d]imidazol-1-yl)acetyl)-3-fluoropyrrolidine-3-carbonitrile